CC1=CC=C(C=C1)S(=O)(=O)NN 4-methylbenzenesulfonohydrazide